C1(CC1)CN1C=CC2=NN(C(C(=C21)C=2C=NC(=CC2)C2CC2)=O)C=2CCN(CC2)C 5-(cyclopropylmethyl)-4-(6-cyclopropylpyridin-3-yl)-2-(1-methyl-1,2,3,6-tetrahydropyridin-4-yl)-2,5-dihydro-3H-pyrrolo[3,2-c]pyridazin-3-one